NC=1N=C2C=C(C=NC2=CC1Cl)CN(C(=O)C=1C=NC=CC1)C1=CC=CC=2CCS(C21)(=O)=O N-[(6-amino-7-chloro-1,5-naphthyridin-3-yl)methyl]-N-(1,1-dioxo-2,3-di-hydro-1λ6-benzothiophen-7-yl)pyridine-3-carboxamide